COC1=C(CN2C(C3=NC=CC(=C3C2C2=C(C=CC=C2)C)NC(=O)N2CCC3=CC=CC=C23)=O)C=CC(=C1)OC N-(6-(2,4-Dimethoxybenzyl)-7-oxo-5-(o-tolyl)-6,7-dihydro-5H-pyrrolo[3,4-b]pyridin-4-yl)indoline-1-carboxamide